O=C1NC(CCC1C1=CC(=C(C=C1F)N1CCN(CC1)CCC1CCN(CC1)NC(C1=C(C=C(C=C1)NC1=NC=C(C(=N1)NC1=CC=C(C=C1)NC(C1=C(C=CC=C1)F)=O)F)F)=O)F)=O N-[4-[2-[4-[4-(2,6-dioxo-3-piperidyl)-2,5-difluoro-phenyl]piperazin-1-yl]ethyl]-1-piperidyl]-2-fluoro-4-[[5-fluoro-4-[4-[(2-fluorobenzoyl)amino]anilino]pyrimidin-2-yl]amino]benzamide